(R,E)-N-(4-bromo-3-methylbenzylidene)-2-methylpropane-2-sulfinamide BrC1=C(C=C(\C=N\[S@](=O)C(C)(C)C)C=C1)C